OC1=C(C(=CC(=C1)C(C)(CCCCCC)C)O)[C@@H]1C=C(C[C@H]1C(=C)C)C(=O)O (3R,4R)-3-(2,6-dihydroxy-4-(2-methyloctan-2-yl)phenyl)-4-(prop-1-en-2-yl)cyclopent-1-ene-1-carboxylic acid